ClC1=CC2=C(C3=CC=CC=C3C(=C2C=C1)OCCCCC(=O)OC)OCCCCC(=O)OC 2-chloro-9,10-bis(methoxycarbonylbutyleneoxy)anthracene